C1(CC1)C1=NC=NC(=C1C=1N=C(C2=C(N1)C(CC2)(C)C)OCC2=CC(=C(C=C2)C=2N(C=C(N2)C(F)(F)F)C)F)OC 2-(4-cyclopropyl-6-methoxy-pyrimidin-5-yl)-4-[[3-fluoro-4-[1-methyl-4-(trifluoromethyl)imidazol-2-yl]phenyl]methoxy]-7,7-dimethyl-5,6-dihydrocyclopenta[d]pyrimidine